acetyl-1H-pyrrole-2-carboxamide C(C)(=O)N1C(=CC=C1)C(=O)N